BrC1=CC=C(C=C1)S(=O)(=O)C 1-Bromo-4-methanesulfonyl-benzene